(S)-5-bromo-2-(1-cyclopropylethyl)-7-(methylsulfonyl)isoindol-1-one BrC=1C=C2CN(C(C2=C(C1)S(=O)(=O)C)=O)[C@@H](C)C1CC1